O=C1NC(CCC1N1C(C2=CC=CC(=C2C1=O)NCCNC)=O)=O 2-(2,6-Dioxo-3-piperidyl)-4-[2-(methylamino)ethylamino]isoindoline-1,3-dione